4-(4-aminoisoindoline-2-carbonyl)-5-(cyclohexylmethoxy)-6-methyl-1,3-phenylenebis(4-methylbenzenesulfonate) NC1=C2CN(CC2=CC=C1)C(=O)C1=C(C=C(C(=C1OCC1CCCCC1)C)C1=C(C=CC(=C1)C)S(=O)(=O)[O-])C1=C(C=CC(=C1)C)S(=O)(=O)[O-]